4,4'-bis(sec-butylamino)diphenylmethane CCC(C)NC1=CC=C(C=C1)CC2=CC=C(C=C2)NC(C)CC